FC1=NC=C(C#N)C=C1 6-fluoronicotinonitrile